C(#C)C1=C(C(=CC=2CN3[C@@H](COC21)CN(CC3)C(C=C)=O)F)C3=C(C=CC=C3C)O 1-[(12aR)-10-ethynyl-8-fluoro-9-(2-hydroxy-6-methylphenyl)-3,4,12,12a-tetrahydro-6H-pyrazino[2,1-C][1,4]benzooxazepin-2(1H)-yl]prop-2-en-1-one